Methyl (1R,4R)-4-(1-(((R)-1-(4-bromothiophen-2-yl)ethyl)amino)-4-methylpyrido[3,4-d]pyridazin-7-yl)cyclohexane-1-carboxylate BrC=1C=C(SC1)[C@@H](C)NC1=C2C(=C(N=N1)C)C=NC(=C2)C2CCC(CC2)C(=O)OC